2-isobutyl-4-hydroxy-4-methyltetrahydropyran C(C(C)C)C1OCCC(C1)(C)O